NCCCCC1CCN(CC1)C(=O)OC(C)(C)C tert-butyl 4-(4-aminobutyl)piperidinecarboxylate